FC1=CC=C(CC2(CCOC3(CCCC3)C2)CCN)C=C1 2-(9-(4-Fluorobenzyl)-6-oxaspiro[4.5]decan-9-yl)ethylamine